BrC=1C=CC(N(C1)C(C(=O)C1=C(N(C(=C1)C)CC1=CC(=CC=C1)C)C)C)=O 5-bromo-1-(1-(2,5-dimethyl-1-(3-methylbenzyl)-1H-pyrrol-3-yl)-1-oxopropan-2-yl)pyridin-2(1H)-one